4-Chloro-N-(2,3-dihydro-1H-inden-2-yl)-6-((3-fluorophenyl)amino)-N-methylpyridineamide ClC1=CC(=NC(=C1)NC1=CC(=CC=C1)F)C(=O)N(C)C1CC2=CC=CC=C2C1